BrC=1C=C(C=2N(C1)N=CC2Cl)OC(CO[SiH3])C2=NC=CC=C2 [2-(6-bromo-3-chloro-pyrazolo[1,5-a]pyridin-4-yl)oxy-2-(2-pyridyl)ethoxy]-silane